ClC=1C=C(C=CC1F)[C@H](NC(=O)[C@H]1NC(NC1)=O)[C@H]1[C@@H](CC1)C(F)(F)F |o1:8| (S)-N-((R or S)-(3-chloro-4-fluoro-phenyl)(trans-2-(trifluoromethyl)cyclobutyl)methyl)-2-oxoimidazolidine-4-carboxamide